FC=1C(=C(C=C(C1)C(C)C)C(C(=O)O)N1C[C@@H](CC1)OCCCCCC=1C=CC2=C(NCCN2C)N1)OC 2-(3-fluoro-5-isopropyl-2-methoxyphenyl)-2-((R)-3-((5-(1-methyl-1,2,3,4-tetrahydropyrido[2,3-b]pyrazin-6-yl)pentyl)oxy)pyrrolidin-1-yl)acetic acid